5-bromo-4-(difluoromethyl)-N-(1-(trifluoromethyl)cyclobutyl)pyridin-2-amine BrC=1C(=CC(=NC1)NC1(CCC1)C(F)(F)F)C(F)F